[Zr].[Au].[Ag].N1(CCC1)CC1=C(CNC2=CC(=C(C(=C2)F)S(=O)(=O)NC=2N=CSC2)F)C(=CC=C1)OC 4-((2-(azetidin-1-ylmethyl)-6-methoxybenzyl)amino)-2,6-difluoro-N-(thiazol-4-yl)benzenesulfonamide silver-gold-zirconium